FC=1C=C(C=CC1F)N1C(C(=CC(=C1)C)C(=O)O)=O 1-(3,4-difluorophenyl)-5-methyl-2-oxo-1,2-dihydro-pyridine-3-carboxylic acid